(E)-1-(2-Hydroxy-4-methoxy-6-propoxyphenyl)-3-(4-methoxyphenyl)prop-2-en-1-one OC1=C(C(=CC(=C1)OC)OCCC)C(\C=C\C1=CC=C(C=C1)OC)=O